methyl 4-((S)-1-((R)-1-(3-bromo-5-methoxybenzyl)pyrrolidine-2-carboxamido)ethyl)benzoate BrC=1C=C(CN2[C@H](CCC2)C(=O)N[C@@H](C)C2=CC=C(C(=O)OC)C=C2)C=C(C1)OC